5-(4-bromo-2,6-dichloro-phenoxy)-2-[(4-methoxyphenyl)methoxy]-N-[1-(methylsulfanyl-methyl)cyclopropyl]benzenesulfonamide BrC1=CC(=C(OC=2C=CC(=C(C2)S(=O)(=O)NC2(CC2)CSC)OCC2=CC=C(C=C2)OC)C(=C1)Cl)Cl